C1(CC1)NS(=O)(=O)C1=CC=C(C=C1)C1=CC=C(C=C1)OCC#C N-cyclopropyl-4'-propargyloxy-4-biphenylsulfonamide